N-(4-(4-acetylphenyl)tetrahydro-2H-pyran-4-yl)-2-chloroacetamide C(C)(=O)C1=CC=C(C=C1)C1(CCOCC1)NC(CCl)=O